C(CCC)[N+]1=C(C=CC=C1C)CC 1-butyl-2-ethyl-6-methylpyridinium